C(=O)(C=C)C(N(C(=O)C=C)C(=O)C=C)(CNCCNCCN)C(=O)C=C tetraacryltriethylenetetramine